5-(3-chloro-2-hydroxypyridin-4-yl)-6-methyl-2-(1-oxo-1,3-dihydrospiro[indene-2,4'-piperidin]-1'-yl)pyrimidine-4-carbonitrile ClC=1C(=NC=CC1C=1C(=NC(=NC1C)N1CCC2(CC1)C(C1=CC=CC=C1C2)=O)C#N)O